C(#C)C=1C=CC(=NC1)CCO 2-(5-ethynylpyridin-2-yl)ethan-1-ol